[N+](=O)([O-])[O-].[NH4+].[Ce+3].[N+](=O)([O-])[O-].[N+](=O)([O-])[O-].[N+](=O)([O-])[O-] cerium (III) ammonium nitrate salt